2-(ethylthio)-3-fluoro-4-(6-fluoro-3,4-dihydroisoquinolin-2(1H)-yl)-6-methylaniline-d2 C(C)SC1=C(N([2H])[2H])C(=CC(=C1F)N1CC2=CC=C(C=C2CC1)F)C